NCC#CC1=CC=C(O1)C#CCCCCCCN 8-(5-(3-aminoprop-1-yn-1-yl)furan-2-yl)oct-7-yn-1-amine